2-[3-chloro-2-fluoro-4-[8-[4-[4-[(3S,4R)-3-hydroxypiperidine-4-carbonyl]piperazine-1-carbonyl]-3-methyl-anilino]imidazo[1,2-a]pyrazin-3-yl]phenoxy]acetonitrile formate C(=O)O.ClC=1C(=C(OCC#N)C=CC1C1=CN=C2N1C=CN=C2NC2=CC(=C(C=C2)C(=O)N2CCN(CC2)C(=O)[C@H]2[C@@H](CNCC2)O)C)F